2,3-difluoroisonicotinyl chloride FC=1C(=C(CCl)C=CN1)F